ethyl [1-(6-{[1-(cyclopropylmethyl)-3-(4-fluorophenyl)-4-methyl-1H-pyrazol-5-yl]amino}pyrimidin-4-yl)-3,5-dimethyl-1H-pyrazol-4-yl](difluoro)acetate C1(CC1)CN1N=C(C(=C1NC1=CC(=NC=N1)N1N=C(C(=C1C)C(C(=O)OCC)(F)F)C)C)C1=CC=C(C=C1)F